N3-p-chlorophenyl-N'-cyanoguanidine ClC1=CC=C(C=C1)N(C(N)=N)C#N